2-(((1R,3S)-3-(4-ethyl-4H-1,2,4-triazol-3-yl)cyclohexyl)amino)-4-(oxetan-3-yloxy)pyrimidine-5-carbonitrile C(C)N1C(=NN=C1)[C@@H]1C[C@@H](CCC1)NC1=NC=C(C(=N1)OC1COC1)C#N